C(=O)C1=C(C=C(C(=C1)OC)OC)NC(C)=O N-(2-FORMYL-4,5-DIMETHOXY-PHENYL)-ACETAMIDE